COC1=CC=C(COC2=CC=C3C=CNC3=C2)C=C1 6-((4-methoxybenzyl)oxy)-1H-indole